10-tert-butyl 13-ethyl 4-fluoro-2,3,7,10-tetra-azatricyclo[7.4.0.02,6]trideca-1(9),3,5,7-tetraene-10,13-dicarboxylate FC1=NN2C=3C(CCN(C3C=NC2=C1)C(=O)OC(C)(C)C)C(=O)OCC